ClC1=NC=CC=C1O 2-chloropyridin-3-ol